1-(cyanomethyl)-1H-indazole-3-carboxylic acid C(#N)CN1N=C(C2=CC=CC=C12)C(=O)O